C(C)(C)(C)P(C(C)C=1[CH-]C=CC1)C(C)(C)C.[CH-]1C=CC=C1.[Fe+2] 2-[1-(di-t-butylphosphino)ethyl]Ferrocene